(S)-2,4,6-trifluoro-N-(2-methoxy-5-(4-(2-methylpiperazine-1-yl)quinolin-6-yl)pyridin-3-yl)benzenesulfonamide trifluoroacetate FC(C(=O)O)(F)F.FC1=C(C(=CC(=C1)F)F)S(=O)(=O)NC=1C(=NC=C(C1)C=1C=C2C(=CC=NC2=CC1)N1[C@H](CNCC1)C)OC